2-((1r,3s)-3-amino-4-hydroxy-1-thiazol-5-yl-butylthio)-5-chloro-nicotinonitrile N[C@@H](C[C@@H](SC1=C(C#N)C=C(C=N1)Cl)C1=CN=CS1)CO